FC1=C(C=NN1)S(=O)(=O)N 5-fluoro-pyrazole-4-sulfonamide